C[C@@H]1O[C@@H]([C@H]2[C@@H](O1)C1=CC=CC=C1C2)C |r| (2RS,4RS,4ASR,9BRS)-2,4-dimethyl-4,4a,5,9b-tetrahydroindeno[1,2-d][1,3]dioxine